ClC1=CC=C2C(=N1)N(N=C2C2=CC=C(C=C2)C(F)(F)F)C2CN(CC2)C(C=C)=O 1-(3-(6-chloro-3-(4-(trifluoromethyl)phenyl)-1H-pyrazolo[3,4-b]pyridin-1-yl)pyrrolidin-1-yl)prop-2-en-1-one